ClC1=C2C(=NC=C1F)SC(=C2C#N)NC(OC(C)(C)C)=O tert-Butyl (4-chloro-3-cyano-5-fluorothieno[2,3-b]pyridin-2-yl)carbamate